1-Chloro-4-(2-methoxy-4-methylphenyl)-6,7-dihydro-5H-cyclopenta[d]pyridazine ClC1=NN=C(C2=C1CCC2)C2=C(C=C(C=C2)C)OC